CN(CCOC1=CC(=NC=C1)C=1C=CC=C2C=NC(=NC12)NC=1C=NC(=CC1)N1CCOCC1)C 8-(4-(2-(dimethylamino)ethoxy)pyridin-2-yl)-N-(6-morpholinylpyridin-3-yl)quinazolin-2-amine